NC1=NC=CC2=CC(=CC=C12)CNC(=O)C=1C=C2C(=NC1)NC=C2 1H-Pyrrolo[2,3-b]pyridine-5-carboxylic acid (1-amino-isoquinolin-6-ylmethyl)-amide